C(C=C)(=O)N1CC(C1)(O)CN1C2=C(N(C(C1=O)=O)C=1C(=NC=CC1C)C(C)C)N=C(C(=C2)Cl)C2=C(C(=CC=C2F)F)O 1-((1-acryloyl-3-hydroxyazetidin-3-yl)methyl)-7-chloro-6-(3,6-difluoro-2-hydroxyphenyl)-4-(2-isopropyl-4-methylpyridin-3-yl)-1,4-dihydropyrido[2,3-b]pyrazine-2,3-dione